penta(dimethylamino)niobium CN(C)[Nb](N(C)C)(N(C)C)(N(C)C)N(C)C